N1-(2-(dimethylamino)ethyl)-5-methoxy-N1-methyl-N4-(4-(3-methyl-1H-indazol-1-yl)-pyridin-2-yl)benzene-1,2,4-triamine CN(CCN(C=1C(=CC(=C(C1)OC)NC1=NC=CC(=C1)N1N=C(C2=CC=CC=C12)C)N)C)C